BrC=1C(=C(C=O)C=C(C1)Br)N 3,5-di-bromo-2-aminobenzaldehyde